N-[5-(5-fluoro-1H-benzimidazol-2-yl)-1-[(4-methoxyphenyl)methyl]-pyrazol-3-yl]-6-(3-methoxyazetidin-1-yl)pyridine-3-carboxamide FC1=CC2=C(NC(=N2)C2=CC(=NN2CC2=CC=C(C=C2)OC)NC(=O)C=2C=NC(=CC2)N2CC(C2)OC)C=C1